ClC=1C(=CC(=NC1)NC(NC1CCC(CC1)NC(C)=O)=O)C1=C(C=C(C=C1)F)OC N-((1r,4r)-4-(3-(5-chloro-4-(4-fluoro-2-methoxyphenyl)pyridin-2-yl)ureido)cyclohexyl)acetamide